tert-butyl (3R,4R)-3-((4-cyano-5-nitropyridin-2-yl)amino)-4-hydroxypiperidine-1-carboxylate C(#N)C1=CC(=NC=C1[N+](=O)[O-])N[C@@H]1CN(CC[C@H]1O)C(=O)OC(C)(C)C